3-(2-(2-(3-(methylsulfinyl)pyridin-2-yl)propan-2-ylamino)pyrimidin-5-yl)benzamide CS(=O)C=1C(=NC=CC1)C(C)(C)NC1=NC=C(C=N1)C=1C=C(C(=O)N)C=CC1